FC(C1=NC(=NN1C([2H])([2H])[2H])C=1C=CC(=NC1C)N[C@@H]1CN(CC1)C([C@H](C)C1=CC(=NC=C1F)OC)=O)F (2R)-1-[(3S)-3-({5-[5-(difluoromethyl)-1-(2H3)methyl-1H-1,2,4-triazol-3-yl]-6-methylpyridin-2-yl}amino)pyrrolidin-1-yl]-2-(5-fluoro-2-methoxypyridin-4-yl)propan-1-one